BrC1=NC(=C(C=C1C1=C(C=C(C=C1)F)OC(C)C)C(F)(F)F)C=1C=NN(C1)C 2-bromo-3-(4-fluoro-2-isopropoxy-phenyl)-6-(1-methylpyrazol-4-yl)-5-(trifluoromethyl)pyridine